6-[(3,5-Dimethoxyphenyl)methyl]-2,3-dimethyl-8-{[(oxetan-3-yl)methyl]Amino}Imidazo[1,2-c]Pyrido[2,3-e]Pyrimidin-5(6H)-one COC=1C=C(C=C(C1)OC)CN1C(N2C(C3=C1C=C(C=N3)NCC3COC3)=NC(=C2C)C)=O